ClC1=C(C=CC(=C1)C1=NNC2=NC=C(C=C21)C2=CC1=C(CCN(CC1)C1CCCC1)C=C2)S(=O)(=O)N 2-Chloro-4-(5-(3-cyclopentyl-2,3,4,5-tetrahydro-1H-benzo[d]azepin-7-yl)-1H-pyrazolo[3,4-b]pyridin-3-yl)benzenesulfonamide